C(C)C12CC(C1)(C2)N 3-ethylbicyclo[1.1.1]-pentan-1-amine